The molecule is an aromatic ether that is diphenyl ether substituted at position 4 by a bromo group. It is an aromatic ether and an organobromine compound. It derives from a diphenyl ether. C1=CC=C(C=C1)OC2=CC=C(C=C2)Br